FC1=C(C=CC(=C1)F)C(F)(F)F 2,4-Difluoro-1-(trifluoromethyl)-benzene